ClC1=C(C=C(OCC(=O)NC23CC(C2)(C3)NC(COC3=CC(=C2C=NNC2=C3)F)=O)C=C1)F 2-(4-chloro-3-fluorophenoxy)-N-(3-{2-[(4-fluoro-1H-indazol-6-yl)oxy]acetamido}-bicyclo[1.1.1]pentan-1-yl)acetamide